7-bromo-5-fluoro-1-(2-isopropyl-4-methylpyridin-3-yl)quinazolin-2,4(1H,3H)-dione BrC1=CC(=C2C(NC(N(C2=C1)C=1C(=NC=CC1C)C(C)C)=O)=O)F